2-(1-(4-amino-3-phenyl-1H-pyrazolo[3,4-d]pyrimidin-1-yl)ethyl)-3-cyclopentyl-5-fluoroquinazolin-4(3H)-one NC1=C2C(=NC=N1)N(N=C2C2=CC=CC=C2)C(C)C2=NC1=CC=CC(=C1C(N2C2CCCC2)=O)F